C(C)C1=NN(C(S1)=NCC1=CC(=CC=C1)OC)CC1=CC(=CC=C1)OC N-(5-ethyl-3-(3-methoxybenzyl)-1,3,4-thiadiazol-2(3H)-ylidene)-1-(3-methoxyphenyl)methylamine